FC=1C=C(C=CC1F)[C@H]1[C@@H](C1)NC=1C2=C(N=C(N1)SCCC)N(N=N2)[C@H]2[C@@H]([C@@H]([C@H](C2)OCCO)O)O (1S,2S,3R,5S)-3-[7-[(1R,2S)-2-(3,4-difluorophenyl)cyclopropylamino]-5-(propylthio)-3H-[1,2,3]-triazolo[4,5-d]pyrimidin-3-yl]-5-(2-hydroxyethoxy)-1,2-cyclopentanediol